BrC1=C(C(=NC=C1)C)C(=O)OCC ethyl 4-bromo-2-methylpyridine-3-carboxylate